FC(CC[C@H]1N(S(C2=C(N(C1)C1=CC=C(C=C1)F)C=C(C(=C2)OCC2(CC2)C(=O)OCC)C(F)(F)F)(=O)=O)C)(C)F (R)-ethyl 1-(((3-(3,3-difluorobutyl)-5-(4-fluorophenyl)-2-methyl-1,1-dioxido-7-(trifluoromethyl)-2,3,4,5-tetrahydrobenzo[f][1,2,5]thiadiazepin-8-yl)oxy)methyl)cyclopropanecarboxylate